BrC1=C2C(=C(S1)Br)C(C=1C(=C(SC1CC(CCCC)CC)CC(CCCC)CC)C2=O)=O 1,3-dibromo-5,7-bis(2-ethylhexyl)benzo[1,2-C:4,5-C']dithiophene-4,8-dione